(3-(2-(2-Aminoethoxy)ethoxy)propionylamino)-N-(6-isopropoxypyridazin-3-yl)benzamide NCCOCCOCCC(=O)NC1=C(C(=O)NC=2N=NC(=CC2)OC(C)C)C=CC=C1